3-(5'-(3-(1H-Pyrazol-1-yl)propoxy)-[2,2'-bipyridin]-4-yl)-5-(trifluoromethyl)-1,2,4-oxadiazole N1(N=CC=C1)CCCOC=1C=CC(=NC1)C1=NC=CC(=C1)C1=NOC(=N1)C(F)(F)F